tert-butyl 4-(5-((3-methoxypyrazin-2-yl)methyl)-8-methyl-6-oxo-5,6-dihydropyrido[2,3-b]pyrazin-7-yl)piperidine-1-carboxylate COC=1C(=NC=CN1)CN1C(C(=C(C=2C1=NC=CN2)C)C2CCN(CC2)C(=O)OC(C)(C)C)=O